2-(6-Bromo-1',1'-difluoro-1-oxospiro[3H-isoquinoline-4,2'-cyclopropan]-2-yl)-N-(1H-pyrazolo[3,4-d]pyrimidin-6-yl)acetamide BrC=1C=C2C(=CC1)C(N(CC21C(C1)(F)F)CC(=O)NC1=NC=C2C(=N1)NN=C2)=O